(S,E)-2-((1-(4-iodophenyl)ethylidene)amino)tetrahydroimidazo[1,5-a]pyridine-1,3(2H,5H)-dione IC1=CC=C(C=C1)\C(\C)=N\N1C(N2[C@@H](CCCC2)C1=O)=O